propionyl-L-carnitine L-leucinate hydrochloride Cl.N[C@@H](CC(C)C)C(=O)O[C@@](C[N+](C)(C)C)(CC([O-])=O)C(CC)=O